CC(=CCC/C(=C/CC/C(=C/CC/C(=C/COP(=O)(O)OP(=O)(O)O)/C)/C)/C)C trans-geranylgeranyl pyrophosphate